(2R)-2-(Benzyloxycarbonylamino)-3,3-dicyclohexylpropionic acid C(C1=CC=CC=C1)OC(=O)N[C@@H](C(=O)O)C(C1CCCCC1)C1CCCCC1